NC(C)C1=CC(=CC(=N1)C=1C=NC(=C(C1)OC=1C=NN(C1)C(C)C)N)N1[C@@H](CCC1)C 6-(1-Aminoethyl)-5'-((1-isopropyl-1H-pyrazol-4-yl)oxy)-4-((R)-2-methylpyrrolidin-1-yl)-[2,3'-bipyridin]-6'-amine